4-(1,1-difluoro-2-hydroxyethyl)-4-hydroxycyclohexane-1-one oxime FC(CO)(F)C1(CCC(CC1)=NO)O